ClC=1C=CC2=C(N=C(O2)C23CC(C2)(C3)NC(=O)C=3OC(=CC3)NS(=O)(=O)C)C1 N-[3-(5-chloro-1,3-benzoxazol-2-yl)-1-bicyclo[1.1.1]pentanyl]-5-[(S)-methylsulfonylamino]furan-2-carboxamide